methyl 6-[[5-[3-(tert-butoxycarbonylamino)propylcarbamoyl]-1-naphthyl]oxy]pyridine-3-carboxylate C(C)(C)(C)OC(=O)NCCCNC(=O)C1=C2C=CC=C(C2=CC=C1)OC1=CC=C(C=N1)C(=O)OC